N1(CCOCC1)C1=C(C=CC=C1)NS(=O)(=O)C1=CC=C(C=C1)NC(=O)NCC=1C=NC=CC1 1-(4-{[2-(morpholin-4-yl)phenyl]sulfamoyl}phenyl)-3-(pyridin-3-ylmethyl)urea